[5-(4-aminocinnolin-7-yl)-2-methoxy-4-(2H-1,2,3-triazol-2-yl)phenyl]boronic acid NC1=CN=NC2=CC(=CC=C12)C=1C(=CC(=C(C1)B(O)O)OC)N1N=CC=N1